((3R,7aS)-3-(methoxymethyl)hexahydro-1H-pyrrolizin-7a-yl)methanol COC[C@H]1CC[C@@]2(CCCN12)CO